NC1=NC=NC=2C3=C(CC(C12)(C)C)C(=C(C=C3)O[C@@H]3CC[C@H](CC3)N)N(CCO)C 2-[[4-amino-8-(trans-4-aminocyclohexoxy)-5,5-dimethyl-6H-benzo[h]quinazolin-7-yl]-methyl-amino]ethanol